endo-rac-tert-butyl 7-oxabicyclo[2.2.1]hept-5-en-2-ylcarbamate C12C(CC(C=C1)O2)NC(OC(C)(C)C)=O